Br.NC1=C2C(=NC=N1)N(N=C2C=2C=NC=C(C2)O)[C@@H](C)C=2OC(C1=CC=CC=C1C2C2=CC(=CC=C2)CN2CCN(CC2)C)=O (S)-3-(1-(4-amino-3-(5-hydroxypyridin-3-yl)-1H-pyrazolo[3,4-d]pyrimidin-1-yl)ethyl)-4-(3-((4-methylpiperazin-1-yl)methyl)phenyl)-1H-isochromen-1-one Hydrobromide